C(C)C1(CCN(CC1)C(=O)OC(C)(C)C)C(=O)[O-] 1-(tert-butyl) 4-ethylpiperidine-1,4-dicarboxylate